Cl.C(C1=CC=CC=C1)OCC(N)C1=NC(=NO1)C1=CC(=CC=C1)F 2-benzyloxy-1-[3-(3-fluorophenyl)-1,2,4-oxadiazol-5-yl]ethanamine hydrochloride